2-((6,6,6-Trifluoro-4-iodohexyl)oxy)-1,1'-biphenyl FC(CC(CCCOC1=C(C=CC=C1)C1=CC=CC=C1)I)(F)F